(R)-4-(3-(2-methylpyrrolidin-1-yl)propoxy)aniline C[C@H]1N(CCC1)CCCOC1=CC=C(N)C=C1